FC1(CN(CC1)C1=NC=NC(=C1NC(C1=CN=C(C=C1)C(C)C)=O)C1=C(C=CC=C1)F)F N-(4-(3,3-difluoropyrrolidin-1-yl)-6-(2-fluoro-phenyl)pyrimidin-5-yl)-6-isopropylnicotinamide